CS(=O)(=O)OCCCN(C[C@H](COCC1=CC=CC=C1)O)CC1=CC=CC=C1 3-{benzyl[(2R)-3-(benzyloxy)-2-hydroxypropyl]amino}propyl methanesulfonate